(R)-2-amino-3-[(7-methylthieno[3,2-b]pyridine-2-carbonyl)amino]propanoic acid N[C@@H](C(=O)O)CNC(=O)C1=CC2=NC=CC(=C2S1)C